1,3,3-trimethyl-6-phenyloctahydrobenzo[c]isoxazole CN1OC(C2C1CC(CC2)C2=CC=CC=C2)(C)C